1-(tert-butyl)-3-(3,5-dichlorophenyl)-5-methyl-pyrazole-4-ol C(C)(C)(C)N1N=C(C(=C1C)O)C1=CC(=CC(=C1)Cl)Cl